2-((4-((2-nitrobenzyl)sulfonyl)phenyl)thio)pyrimidin-4-amine [N+](=O)([O-])C1=C(CS(=O)(=O)C2=CC=C(C=C2)SC2=NC=CC(=N2)N)C=CC=C1